C1(OCC(CCCCCCO1)C)=O (2-methyl-octamethylene) carbonate